ClC=1C(=NC(=CC1C=1NC2=CC=C(C=C2C1C(C)C)C1CCNCC1)C)C 2-(3-chloro-2,6-dimethylpyridin-4-yl)-3-isopropyl-5-(piperidin-4-yl)-1H-indole